p-beta-hydroxyethylsulfonyl-aniline sulfate S(=O)(=O)(O)O.OCCS(=O)(=O)C1=CC=C(N)C=C1